The molecule is a member of the class of bipyridines that is 2,2'-bipyridine in which the hydrogens situated para to the ring nitrogens have been replaced by methyl and formyl groups. It is a member of bipyridines and an arenecarbaldehyde. CC1=CC(=NC=C1)C2=NC=CC(=C2)C=O